FC([C@H]1CCC=2N1C1=C(N2)C=CC(=C1)[C@@H]1C(C1)C=1C=2N(N=C(C1)C=1C(NC(NC1)=O)=O)C=CN2)(F)F 5-(8-((2S,2S)-2-((R)-1-(trifluoromethyl)-2,3-dihydro-1H-benzo[d]pyrrolo[1,2-a]imidazol-7-yl)cyclopropyl)imidazo[1,2-b]pyridazin-6-yl)pyrimidine-2,4(1H,3H)-dione